3-(3-chloro-5-fluorophenyl)-5-methyl-4,5-dihydro-1H-benzo[g]indole-2-carboxylic Acid ClC=1C=C(C=C(C1)F)C1=C(NC=2C3=C(C(CC12)C)C=CC=C3)C(=O)O